NC1=C2N=CN(C2=NC(=N1)F)[C@H]1C[C@@H]([C@@](O1)(C#C)CO[P@](=O)(OC1=CC=CC=C1)N[C@@H](C)C(=O)OCC(CC)CC)OC(=O)OC(CC)CC 2-Ethylbutyl ((S)-(((2R,3S,5R)-5-(6-amino-2-fluoro-9H-purin-9-yl)-2-ethynyl-3-(((pentan-3-yloxy)carbonyl)oxy) tetrahydrofuran-2-yl)methoxy)(phenoxy)phosphoryl)-L-alaninate